COC(C[C@H](CCC(=O)OC)O)=O (S)-3-hydroxyadipic acid dimethyl ester